[C@@H]1(CC=CCC1)C(=O)OC methyl (R)-3-cyclohexene-1-carboxylate